2-fluoro-5-(4-oxo-3,4-dihydro-phthalazin-1-yl-methyl)benzoic acid FC1=C(C(=O)O)C=C(C=C1)CC1=NNC(C2=CC=CC=C12)=O